FC1=CC=CC2=C1N=C(S2)[C@H]2N(CCC1=C2N=CN1)C(=O)C=1N=CN2C1C=CC=C2 (S)-(4-(4-fluorobenzo[d]thiazol-2-yl)-6,7-dihydro-1H-imidazo[4,5-c]pyridin-5(4H)-yl)(imidazo[1,5-a]pyridin-1-yl)methanone